NC1(CCC(CC1)C1=CC=C(C=C1)OC)C(=O)O 1-amino-4-(4-methoxyphenyl)-cyclohexane-1-carboxylic acid